OC1=C(C(NC12CCC2)=O)C(C2=CC=C(C=C2)C(F)(F)F)=O 8-hydroxy-7-(4-(trifluoromethyl)benzoyl)-5-azaspiro[3.4]oct-7-en-6-one